6-(4-formyl-1-piperidinyl)pyridazine-3-carboxylic acid tert-butyl ester C(C)(C)(C)OC(=O)C=1N=NC(=CC1)N1CCC(CC1)C=O